C(C=CCCCCC)S(=O)(=O)[O-].[Na+] sodium 2-octene-1-sulfonate